6-(2-fluoro-5-methylphenyl)pyridine FC1=C(C=C(C=C1)C)C1=CC=CC=N1